C(C=C)(=O)N1CC(CC1)C=1N=C(N2C(=NC=CC21)N)C2=CC=C(C(=O)NC1=NC=CC(=C1)C(F)(F)F)C=C2 4-(1-(1-acryloylpyrrolidin-3-yl)-5-aminoimidazo[1,5-c]pyrimidin-3-yl)-N-(4-(trifluoromethyl)pyridin-2-yl)benzamide